(7S)-13-(difluoromethyl)-9-(2,6-difluorophenyl)-4,7-dimethyl-16-thia-2,3,5,8-tetraazatetracyclo[8.6.0.02,6.011,15]hexadeca-1(10),3,5,8,11(15)-pentaene FC(C1CC=2C=3C(=N[C@H](C4=NC(=NN4C3SC2C1)C)C)C1=C(C=CC=C1F)F)F